C(C1=CC=CC=C1)OC(N[C@@H]1C(N(C[C@H]1C1=C(C=C(C=C1F)OC)F)CCO)=O)=O |o1:10,14| [(3S*,4R*)-4-(2,6-di-fluoro-4-methoxy-phenyl)-1-(2-hydroxy-ethyl)-2-oxopyrrolidin-3-yl]carbamic acid benzyl ester